ClC1=CC=C(C2=C1N(C=N2)C)C2=C(N=C(C(=N2)C(=O)N)NC2=CC=C(C=C2)N2CCOCC2)NC 6-(7-Chloro-1-methyl-benzimidazol-4-yl)-5-(methylamino)-3-(4-morpholinoanilino)pyrazin-2-carboxamid